4-(6-((1R,5S,6s)-6-(aminomethyl)-3-azabicyclo[3.1.0]hexan-3-yl)pyridin-3-yl)-6-(2-hydroxypropoxy)pyrazolo[1,5-a]pyridine-3-carbonitrile hydrochloride Cl.NCC1[C@@H]2CN(C[C@H]12)C1=CC=C(C=N1)C=1C=2N(C=C(C1)OCC(C)O)N=CC2C#N